C1(CCC1)OC=1C=C2C(=NNC(C2=CC1)=O)CC1=CC(=C(C=C1)F)C(=O)N1C2CN(CC1CC2)C2=NC=C(C=N2)C(F)(F)F 6-cyclobutoxy-4-(4-fluoro-3-(3-(5-(trifluoromethyl)pyrimidin-2-yl)-3,8-diazabicyclo[3.2.1]octane-8-carbonyl)benzyl)phthalazin-1(2H)-one